(4r,5s)-methyl-5-(2-chlorophenyl)-2,2-dimethyl-1,3-dioxolan-4-carboxylate COC(=O)[C@@H]1OC(O[C@H]1C1=C(C=CC=C1)Cl)(C)C